BrC1=CC=C2C(=NC(=NC2=C1)OC)OC 7-bromo-2,4-dimethoxyquinazoline